Cl.CN(C1CCN(CC1)C1=CC(=NC(=N1)C)NC=1SC(=CN1)C=1C=NC=CC1)C [6-(4-Dimethylamino-piperidin-1-yl)-2-methyl-pyrimidin-4-yl]-(5-pyridin-3-yl-thiazol-2-yl)-amine hydrochloride salt